N,N-bis(3-methoxybenzyl)-4-((2-(2-(2-morpholinoethoxy)ethoxy)ethoxy)methyl)thiazol-2-amine COC=1C=C(CN(C=2SC=C(N2)COCCOCCOCCN2CCOCC2)CC2=CC(=CC=C2)OC)C=CC1